6-{2-[(1r,5s)-9-azabicyclo[3.3.1]non-3-yl-(methyl)amino][1,3]thiazolo[5,4-d]pyrimidin-5-yl}-2-methylimidazo[1,2-a]pyridine-8-carbonitrile hydrochloride Cl.[C@H]12CC(C[C@H](CCC1)N2)N(C=2SC=1N=C(N=CC1N2)C=2C=C(C=1N(C2)C=C(N1)C)C#N)C